CCCCCCCC[C@@H](CCCCC=CC=CC=CC(=O)O)O 12(S)-HYDROXYEICOSATRIENOIC ACID